(3R)-1-[2-[2-[5-bromo-2-(8-chloro-4-oxo-chromen-2-yl)phenoxy]ethoxy]ethyl]pyrrolidine-3-carboxylic acid BrC=1C=CC(=C(OCCOCCN2C[C@@H](CC2)C(=O)O)C1)C=1OC2=C(C=CC=C2C(C1)=O)Cl